1-(5,6-dimethyl-3-pyridinyl)-4,4-difluoro-3,3-dimethyl-isoquinoline CC=1C=C(C=NC1C)C1=NC(C(C2=CC=CC=C12)(F)F)(C)C